cis-N-(1,2-dimethylpiperidin-4-yl)-2,2-dimethyl-3-((3-(trifluoromethyl)pyridin-2-yl)oxy)propanamide CN1[C@H](C[C@H](CC1)NC(C(COC1=NC=CC=C1C(F)(F)F)(C)C)=O)C